COC[C@@H]1N([C@H](CC1)COC)C1=C(C(OC(=C1)C(=O)NC=1SC(=NN1)N1N=CC=C1C)=O)OC 4-((trans)-2,5-bis(methoxymethyl)pyrrolidin-1-yl)-3-methoxy-N-(5-(5-methyl-1H-pyrazol-1-yl)-1,3,4-thiadiazol-2-yl)-2-oxo-2H-pyran-6-carboxamide